OC1=C(NC2=CC(=CC=C12)OC)C(=O)O hydroxy-6-methoxyindole-2-carboxylic acid